ClC1=C(C=C(C=C1)C(F)(F)F)N(S(=O)(=O)C1=CC=CC=C1)C(C(=O)NCC1=CC=NC=C1)C 2-(N-(2-chloro-5-(trifluoromethyl)phenyl)phenylsulfonamido)-N-(pyridin-4-ylmethyl)propanamide